ClC=1C=C(C(=CC1)F)[C@@H]1[C@H](C1)C(=O)NC1=NC=NC(=C1)Cl |r| rac-(1S*,2S*)-2-(3-chloro-6-fluorophenyl)-N-(6-chloropyrimidin-4-yl)cyclopropane-1-carboxamide